5-[5-fluoro-6-(pyrrolidin-2-ylmethoxy)-2,3-dihydro-1H-isoindol-2-yl]-4-(trifluoromethyl)-2,3-dihydropyridazin-3-one FC=1C=C2CN(CC2=CC1OCC1NCCC1)C1=C(C(NN=C1)=O)C(F)(F)F